5-chloro-8-((2-(2-((6-fluoro-[1,2,4]triazolo[4,3-a]pyridin-7-yl)amino)ethyl)-2-azaspiro[3.3]heptan-6-yl)(methyl)amino)-3-methylquinazolin-4(3H)-one ClC1=C2C(N(C=NC2=C(C=C1)N(C)C1CC2(CN(C2)CCNC2=CC=3N(C=C2F)C=NN3)C1)C)=O